C1(CC1)C1=C(C=CC(=C1)N1CCNCC1)NC1=NC=C(C(=N1)NCCCN1C(OCCC1)=O)C(F)(F)F 3-(3-((2-((2-Cyclopropyl-4-(piperazin-1-yl)phenyl)amino)-5-(trifluoromethyl)pyrimidin-4-yl)amino)propyl)-1,3-oxazinan-2-on